CN1C(NC2=NC(=C(NC2C1=O)C)C)=O 3,6,7-trimethyldioxotetrahydropteridine